C(#C)C1=CC=C(C=C1)OCCCCC 1-Eth-1-ynyl-4-(pentyloxy)benzene